CC1(OB(OC1(C)C)C1=CC=2OCC(N(C2N=C1)COCC[Si](C)(C)C)=O)C 7-(4,4,5,5-tetramethyl-1,3,2-dioxaborolan-2-yl)-4-((2-(trimethylsilyl)ethoxy)methyl)-2H-pyrido[3,2-b][1,4]oxazin-3(4H)-one